2-(2-(4-butylcyclohex-1-en-1-yl)vinyl)-1,3-dihydroxyprop-1-en-1-ol C(CCC)C1CC=C(CC1)C=CC(=C(O)O)CO